C(C)C1=C(C=CC(=C1)N1CCN(CC1)C)NC1=NC=C(C(=N1)NCCCN1C(OC=CC=C1)=O)C#N 2-((2-Ethyl-4-(4-methylpiperazin-1-yl)phenyl)amino)-4-((3-(2-oxo-1,3-oxazepin-3-yl)propyl)amino)pyrimidine-5-carbonitrile